O=C(CNC(OC(C)(C)C)=O)NNC(C(F)(F)F)=O tert-butyl (2-oxo-2-(2-(2,2,2-trifluoroacetyl)hydrazinyl)ethyl)carbamate